C(C)(C)(C)OC(=O)N\C(\C(=O)OC)=C/C1=C2C=CN=CC2=C(C=C1)C1=C(C=C(C=C1OC)COCC)OC methyl (Z)-2-((tert-butoxycarbonyl)amino)-3-(8-(4-(ethoxymethyl)-2,6-dimethoxyphenyl)isoquinolin-5-yl)acrylate